(S)-((4-Bromo-5-fluoro-2,3-dihydro-1H-inden-1-yl)oxy)(tert-butyl)dimethylsilane BrC1=C2CC[C@@H](C2=CC=C1F)O[Si](C)(C)C(C)(C)C